Methyl 2-(1-(4,5-dihydroxypentyl)-2,3-dihydro-1H-phenalen-1-yl)acetate OC(CCCC1(CCC2=CC=CC3=CC=CC1=C23)CC(=O)OC)CO